COCC(C(=O)O)CC=O 2-(methoxymethyl)-4-oxobutanoic acid